C(C)(C)(C)NC(C1=CC(C(=O)NC(C)(C)C)=CC(=C1)C)=O N1,N3-di-tert-butyl-5-methyl-isophthalamide